N-(5-cyclopropyl-1H-pyrazol-3-yl)-2-[1-(1-methoxycyclopropyl)-3-azabicyclo[3.1.1]heptan-3-yl]pyrimidin-4-amine C1(CC1)C1=CC(=NN1)NC1=NC(=NC=C1)N1CC2(CC(C1)C2)C2(CC2)OC